ClC1=CC=C2C(CCOC2=C1)(C=O)COC1=C(C=C(C(=O)OC(C)(C)C)C=C1)[N+](=O)[O-] Tert-Butyl 4-((7-chloro-4-formylchroman-4-yl)methoxy)-3-nitrobenzoate